imidazolecarbonyloxy-phenylboronic acid N1C(=NC=C1)C(=O)OC1=C(C=CC=C1)B(O)O